C1(CC1)C1=C(C(=NO1)C1=C(C=CC=C1Cl)Cl)CO[C@H]1[C@@H]2CN([C@H](C1)C2)C2=C(C=C(C=C2)CCC(=O)NS(=O)(=O)C2CC2)F 3-(4-((1S,4S,5R)-5-((5-cyclopropyl-3-(2,6-dichlorophenyl)isoxazol-4-yl)methoxy)-2-azabicyclo[2.2.1]heptan-2-yl)-3-fluorophenyl)-N-(cyclopropylsulfonyl)propanamide